3-(4-quinolinyloxy)benzamide N1=CC=C(C2=CC=CC=C12)OC=1C=C(C(=O)N)C=CC1